N-((2R,3S)-2-(((tert-butyldimethylsilyl)oxy)methyl)pyrrolidin-3-yl)-N-(4-methoxybenzyl)methanesulfonamide [Si](C)(C)(C(C)(C)C)OC[C@@H]1NCC[C@@H]1N(S(=O)(=O)C)CC1=CC=C(C=C1)OC